N[C@H]1CCC=2C=3C1=C1C(=NC3C=CC2F)C2=CC3=C(C(N2C1)=O)COC([C@]3(O)CC)=O (1S,9S)-1-amino-9-ethyl-4-fluoro-9-hydroxy-1,2,3,9,12,15-hexahydro-10H,13H-benzo[de]pyrano[3',4':6,7]indolizino[1,2-b]quinoline-10,13-dione